3-(2-methylpyridin-4-yl)-N-((3R,4S)-1-(methylsulfonyl)-4-(2-(trifluoromethyl)phenyl)pyrrolidin-3-yl)-1H-pyrazolo[3,4-b]pyridine-5-amide CC1=NC=CC(=C1)C1=NNC2=NC=C(C=C21)C(=O)N[C@H]2CN(C[C@@H]2C2=C(C=CC=C2)C(F)(F)F)S(=O)(=O)C